FC1=CC=C(C(=O)NC(C)C2=NC=3CCCN(C3C=C2)C2=NC=C(C=C2)F)C=C1 4-fluoro-N-(1-(5-(5-fluoropyridin-2-yl)-5,6,7,8-tetrahydro-1,5-naphthyridin-2-yl)ethyl)benzamide